4-n-heptyl-phenol C(CCCCCC)C1=CC=C(C=C1)O